(S)-N-((E)-4-((2S,5R)-5-(5-((2,4-dimethoxybenzyl)amino)-7,9-difluoro-[1,2,4]triazolo[1,5-c]quinazolin-2-yl)-2-methylpiperidine-1-carbonyl)benzylidene)-2-methylpropane-2-sulfinamide COC1=C(CNC2=NC=3C(=CC(=CC3C=3N2N=C(N3)[C@@H]3CC[C@@H](N(C3)C(=O)C3=CC=C(\C=N\[S@@](=O)C(C)(C)C)C=C3)C)F)F)C=CC(=C1)OC